COCCN1C(CCCCC1)=O 1-(2-methoxyethyl)azepan-2-one